CC1=C(C=CC=C1)C1=CC=C(C=C1)N1C(N(C2=NC=CC=C21)[C@@H]2CN(CC2)C(=O)OC(C)(C)C)=O tert-Butyl (S)-3-(1-(2'-methyl-[1,1'-biphenyl]-4-yl)-2-oxo-1,2-dihydro-3H-imidazo[4,5-b]pyridin-3-yl)pyrrolidine-1-carboxylate